2-(7,8-difluoro-3-quinolyl)-6,6-dimethyl-4-(p-tolylmethyl)-4,5-dihydro-1,3-oxazine FC1=CC=C2C=C(C=NC2=C1F)C=1OC(CC(N1)CC1=CC=C(C=C1)C)(C)C